4-(3-hydroxypropyl)cyclohexane OCCCC1CCCCC1